5-(cyclopropylethynyl)thiazol-2-amine C1(CC1)C#CC1=CN=C(S1)N